4-(3,4-dihydroxyphenyl)-6-hydroxy-2-(4-hydroxyphenylethyl)-7-methoxy-1H-benzo[f]Isoindole-1,3(2H)-dione OC=1C=C(C=CC1O)C1=C2C(=CC=3C(N(C(C13)=O)CCC1=CC=C(C=C1)O)=O)C=C(C(=C2)O)OC